C(C)(C)(C)OC(=O)N1[C@@H](C[C@@H](CC1)C(=O)O)C |o1:8,10| rel-(2R,4R)-1-(tert-Butoxycarbonyl)-2-methylpiperidine-4-carboxylic acid